BrC1=C(C=CC(=C1Cl)Cl)I 2-bromo-3,4-dichloro-1-iodobenzene